C([C@H](O)C)(=O)[O-].[Mg+2].ClC=1C(=NC(=NC1)N[C@H](CO)C)C1=CC=C2CN(C(C2=C1)=O)[C@@H](C(=O)N[C@H](CO)C1=CC(=CC=C1)OC)C.C([C@H](O)C)(=O)[O-] (2R)-2-[6-(5-chloro-2-{[(2S)-1-hydroxyprop-2-yl]amino}pyrimidin-4-yl)-1-oxo-2,3-dihydro-1H-isoindol-2-yl]-N-[(1S)-2-hydroxy-1-(3-methoxyphenyl)ethyl]propionamide Magnesium D-lactate